CCCCCCCCCCCCCCCCCCCCC(=O)OC[C@H](COP(=O)(O)OC[C@@H](C(=O)O)N)OC(=O)CCCCCCC/C=C\CCCCCCCC 1-heneicosanoyl-2-(9Z-octadecenoyl)-glycero-3-phosphoserine